N-benzyl-ethylenediamine bistrifluoromethanesulfonimide [N-](S(=O)(=O)C(F)(F)F)S(=O)(=O)C(F)(F)F.C(C1=CC=CC=C1)NCCN